C(C(=O)O)(=O)O.C1OCC12CCNCC2.C2OCC21CCNCC1 2-oxa-7-azaspiro[3.5]nonan hemioxalate